[Al](Cl)(Cl)Cl.O water aluminum trichloride